NC1=NC=CC(=C1Cl)OC=1C=CC(=NC1)NC(=O)C1=CN(N=C(C1=O)C1=CC=C(C=C1)F)C1CC1 N-(5-((2-amino-3-chloropyridin-4-yl)oxy)pyridin-2-yl)-2-cyclopropyl-6-(4-fluorophenyl)-5-oxo-2,5-dihydropyridazine-4-carboxamide